(R)-4,4-Difluoro-2-[5-[1-(2-fluoro-6-methyl-phenyl)-piperidin-4-yl]-6-oxo-7-(2-trifluoromethyl-benzyl)-4,5,6,7-tetrahydro-pyrazolo[3,4-d]pyrimidin-2-ylmethyl]-pyrrolidin FC1(C[C@@H](NC1)CN1N=C2N(C(N(CC2=C1)C1CCN(CC1)C1=C(C=CC=C1C)F)=O)CC1=C(C=CC=C1)C(F)(F)F)F